[Na].B(F)(F)F boron trifluoride sodium salt